ClC=1N=C(SC1C(=O)C1=NC(=NO1)C=1C=NN(C1)C)N([C@@H](C)C(=O)OCC)C1=CC=C(C=C1)F |r| rac-ethyl N-(4-chloro-5-{[3-(1-methyl-1H-pyrazol-4-yl)-1,2,4-oxadiazol-5-yl]carbonyl}-1,3-thiazol-2-yl)-N-(4-fluorophenyl)alaninate